C(C)(C)(C)OC(=O)N1CC2=C(C=CC=C2CC1)NC1COC1.C(C)(C)(C)C=1C=CC(=C(C1)N1N=C2C(=N1)C=CC=C2)O 2-(5'-tert-butyl-2'-hydroxyphenyl)benzotriazole tert-Butyl-8-(oxetan-3-ylamino)-3,4-dihydroisoquinoline-2(1H)-carboxylate